FC1=C(C=C(C=C1)F)C1=NC=NC(=C1NC(=O)C=1C=NN(C1)C(F)(F)F)C1OCC(CC1)(F)F N-(4-(2,5-difluorophenyl)-6-(5,5-difluorotetrahydro-2H-pyran-2-yl)pyrimidin-5-yl)-1-(trifluoromethyl)-1H-pyrazole-4-carboxamide